F[C@@H]1C[C@@]2(CCCN2C1)COC=1N=C(C2=C(N1)C(=C(OC2=O)C2=CC(=CC1=CC=C(C(=C21)C#C)F)O)C)N2C1(CC1)CCC(C2)O 2-{[(2R,7aS)-2-fluoro-hexahydropyrrolizin-7a-yl]methoxy}-7-(8-ethynyl-7-fluoro-3-hydroxy-naphthalen-1-yl)-4-{6-hydroxy-4-azaspiro[2.5]octan-4-yl}-8-methylpyrano[4,3-d]pyrimidin-5-one